C(CCCCC)OP(OCCCCCC)OCCCCCC phosphorous acid tri(n-hexyl) ester